C(C1=CC=CC=C1)NCC(C)NCC1=CC=CC=C1 N1,N2-Dibenzyl-1,2-propandiamin